N(C(=N)N)[C@@H](C(=O)NC1=CC=C(C=C1)S(=O)(=O)NC1=CN=CS1)C 5-[[4-[[(2R)-2-Guanidinopropanoyl]amino]phenyl]sulfonylamino]thiazol